methyl 2,3-diaminobenzoate NC1=C(C(=O)OC)C=CC=C1N